CC1C(CCCC1)C=C(C(=O)OCCC)C(=O)OCCC di-n-propyl (2-methylcyclohexylmethylene)malonate